CC1=CC2=C(C3=CC=CC=C3C(=C2C=C1C)OC(=O)OC(C)C)OC(=O)OC(C)C 2,3-dimethyl-9,10-bis(isopropoxycarbonyloxy)anthracene